4-phenyl-5-tert-butylphenyl-1,2,4-triazol C1(=CC=CC=C1)C1=CC=C(C=C1C(C)(C)C)C1=NNC=N1